CS(=O)(=O)CC(C)N1CC2=CN=C(C=C2CC1)OCC=1C(=NOC1C)C=1C=NC(=CC1)C(F)(F)F 2-(1-Methanesulfonylprop-2-yl)-6-({5-methyl-3-[6-(trifluoromethyl)pyridin-3-yl]-1,2-oxazol-4-yl}methoxy)-1,2,3,4-tetrahydro-2,7-naphthyridine